(3R,4R)-3-(4-(benzyloxy)-3-methoxybenzyl)-4-(3,4-dimethoxybenzyl)dihydrofuran-2(3H)-one C(C1=CC=CC=C1)OC1=C(C=C(C[C@H]2C(OC[C@@H]2CC2=CC(=C(C=C2)OC)OC)=O)C=C1)OC